C1CCC12CN(CC2)CCN 2-{6-azaspiro[3.4]octan-6-yl}ethanamine